3β-hydroxy-4β-hydroxy-5α-cholane-24-oic acid O[C@@H]1[C@@H]([C@@H]2CC[C@H]3[C@@H]4CC[C@H]([C@@H](CCC(=O)O)C)[C@]4(CC[C@@H]3[C@]2(CC1)C)C)O